3-((3R,4R)-4-(4-amino-3-(4-phenoxyphenyl)-1H-pyrazolo[3,4-d]pyrimidin-1-yl)-3-fluoro-[1,4'-bipiperidine]-1'-yl)azetidine-1-carboxylic acid tert-butyl ester C(C)(C)(C)OC(=O)N1CC(C1)N1CCC(CC1)N1C[C@H]([C@@H](CC1)N1N=C(C=2C1=NC=NC2N)C2=CC=C(C=C2)OC2=CC=CC=C2)F